CS(=O)(=O)OCC1C2CCN(CC12)C(=O)OC(C)(C)C Tert-butyl trans-7-(((methylsulfonyl) oxy) methyl)-3-azabicyclo[4.1.0]heptane-3-carboxylate